3-(3-aminophenyl)-N-tetrahydro-pyran-4-yl-imidazo[1,2-b]pyridazin-6-amine NC=1C=C(C=CC1)C1=CN=C2N1N=C(C=C2)NC2CCOCC2